CC(C=O)CC(=CC1=CC=C(C=C1)C)C 2,4-dimethyl-5-(4-methylphenyl)-4-pentenal